NC=1N=CC(=NC1C1=CC(=NO1)C1=CC=C(C=C1)CNC)C1=CC2=C(SC(C2F)(C)C)C=C1 5-(5-amino-6-(3-(4-((methylamino)methyl)phenyl)isoxazol-5-yl)pyrazin-2-yl)-3-fluoro-2,2-Dimethyl-2,3-dihydrobenzo[b]thiophene